BrC=1C=C(C=NC1OC1=CC=C(C=C1)C(F)(F)F)C(=O)N[C@@H](CO)C 5-Bromo-N-[(1R)-2-hydroxy-1-methyl-ethyl]-6-[4-(trifluoromethyl)phenoxy]pyridine-3-carboxamide